C(C)(=O)O[C@@H]1[C@H](O[C@H]([C@@H]1OC(C)=O)C=1C(NC(NC1)=O)=O)CC(C)=O (2R,3R,4S,5S)-2-(acetylmethyl)-5-(2,4-dioxo-1,2,3,4-tetrahydro Pyrimidin-5-yl)tetrahydrofuran-3,4-diyl diacetate